4-(1-(4-nitrophenyl)-1H-1,2,3-triazol-4-yl)phenol [N+](=O)([O-])C1=CC=C(C=C1)N1N=NC(=C1)C1=CC=C(C=C1)O